4-(2-(azetidin-1-yl)-1-(cyclopentylmethyl)-1H-imidazo[4,5-b]pyridin-6-yl)-3,5-dimethylisoxazole N1(CCC1)C=1N(C=2C(=NC=C(C2)C=2C(=NOC2C)C)N1)CC1CCCC1